FC(C(=O)O)(F)F.CC1(CC1)C=1CNCC1 3-(1-methylcyclopropyl)-2,5-dihydro-1H-pyrrole 2,2,2-trifluoroacetate